(3S)-1-[(2R)-2-[4-(3-methyl-2-thienyl)-2-oxo-chromen-7-yl]oxypropanoyl]piperidine CC1=C(SC=C1)C1=CC(OC2=CC(=CC=C12)O[C@@H](C(=O)N1CCCCC1)C)=O